5-(5-fluoro-2H-spiro[benzofuran-3,1'-cyclopropane]-7-yl)-N7-(4-methoxybenzyl)-N7-methyl-3-nitropyrazolo[1,5-a]pyrimidine-5,7-diamine FC=1C=C(C2=C(C1)C1(CC1)CO2)C2(N=C1N(C(=C2)N(C)CC2=CC=C(C=C2)OC)NC=C1[N+](=O)[O-])N